4-((3-bromo-2-methylphenyl)amino)-3-chloro-6-ethoxy-2-fluorobenzaldehyde BrC=1C(=C(C=CC1)NC1=C(C(=C(C=O)C(=C1)OCC)F)Cl)C